C(CCCCCCCCCCCCCCCCC)NC(CCCCCCCCCCCCCCCCC)=O N-stearylstearamide